9-chloro-7-(4-methylphenoxy)-1H,2H,3H-cyclopenta[b]quinoline ClC1=C2C(=NC=3C=CC(=CC13)OC1=CC=C(C=C1)C)CCC2